di(oxetan-3-yl)methyli-propyloxysilane O1CC(C1)C(C1COC1)[SiH2]OC(C)C